(2R)-1-{4-[(2-{3-[(4-methanesulfonyl-2-methoxyphenyl)amino]prop-1-yn-1-yl}-1-(2,2,2-trifluoroethyl)-1H-indol-4-yl)amino]piperidin-1-yl}-3-methoxypropan-2-yl 2-methylpropanoate CC(C(=O)O[C@H](CN1CCC(CC1)NC1=C2C=C(N(C2=CC=C1)CC(F)(F)F)C#CCNC1=C(C=C(C=C1)S(=O)(=O)C)OC)COC)C